diethyl 2-[[3-(dimethylsulfamoyl)-4-methyl-phenyl]methyl]propanedioate CN(S(=O)(=O)C=1C=C(C=CC1C)CC(C(=O)OCC)C(=O)OCC)C